(3R)-3-fluoro-3-(4-(3-methylpiperidin-4-yl)phenyl)piperidine-2,6-dione F[C@@]1(C(NC(CC1)=O)=O)C1=CC=C(C=C1)C1C(CNCC1)C